4-((2,4-dichloro-5-methoxyphenyl)amino)-7-(3-(4-(6-(2-(2,6-dioxopiperidin-3-yl)-1,3-dioxoisoindolin-4-yl)hexanoyl)piperazin-1-yl)propoxy)-6-methoxyquinoline-3-carbonitrile ClC1=C(C=C(C(=C1)Cl)OC)NC1=C(C=NC2=CC(=C(C=C12)OC)OCCCN1CCN(CC1)C(CCCCCC1=C2C(N(C(C2=CC=C1)=O)C1C(NC(CC1)=O)=O)=O)=O)C#N